ClC1=C(C=CC2=C1C(=N[C@H](C=1N2CC(=CN1)CC)C)C1=C(C=CC=C1F)F)C(F)(F)F (5S)-8-chloro-7-(2,6-difluorophenyl)-2-ethyl-5-methyl-9-(trifluoromethyl)-5H-pyrimido[1,2-a][1,4]benzodiazepine